Cl.FC1CC(CCC1)N M-fluorocyclohexylamine hydrochloride